C12(CC3CC(CC(C1)C3)C2)C(=O)[O-] 1-adamantylcarboxylate